(S)-4-(8-fluoro-5-(4-fluorophenyl)-6-(2-hydroxy-1-methoxybutan-2-yl)-1,5-dihydropyrrolo[2,3-f]indazol-7-yl)benzoic acid FC=1C2=C(C=C3C=NNC13)N(C(=C2C2=CC=C(C(=O)O)C=C2)[C@](COC)(CC)O)C2=CC=C(C=C2)F